[N+](=O)([O-])C1=CC=C(C=C1)S(=O)(=O)OC1=NOC(C1)(C)C 3-p-nitrobenzenesulfonyloxy-5,5-dimethyl-4,5-dihydroisoxazole